(E)-3-(3-(2,3-dimethylphenyl)-2-ethyl-7-fluoro-4-oxo-3,4-dihydroquinazolin-6-yl)-N-hydroxyacrylamide CC1=C(C=CC=C1C)N1C(=NC2=CC(=C(C=C2C1=O)/C=C/C(=O)NO)F)CC